C(C)O[Ti](OCC(C)C)(OCC)OCC Triethoxyisobutoxytitanium